CC(C(=O)O)(CC(NCCN1C(CCCC1)=O)=O)C 2,2-dimethyl-4-oxo-4-((2-(2-oxopiperidin-1-yl)ethyl)amino)butanoic acid